2,5-Diisopropyl-p-xylene CC1=CC(=C(C=C1C(C)C)C)C(C)C